FC(C(=O)N1CCC2(C(C2)CNC(=O)N2CC=3C=NC=CC3C2)CC1)(C1=CC=CC=C1)F N-[[6-(2,2-difluoro-2-phenyl-acetyl)-6-azaspiro[2.5]octan-2-yl]methyl]-1,3-dihydropyrrolo[3,4-c]pyridine-2-carboxamide